CC(=C)C(OC(C)=O)OC(C)=O 2-methyl-3,3-diacetoxypropene